N-(2,3-dihydro-1H-indene-5-yl)-2-(naphthalen-1-yl)-6-nitroquinazolin-4-amine C1CCC2=CC(=CC=C12)NC1=NC(=NC2=CC=C(C=C12)[N+](=O)[O-])C1=CC=CC2=CC=CC=C12